(-)-succinic acid monomethyl ester COC(CCC(=O)O)=O